spiro[3.3]hept-2-ylmethyl methanesulfonate CS(=O)(=O)OCC1CC2(C1)CCC2